CC1=C(OC=2C=C3C=NN(C3=CC2C=2C3=C(C(N(C2)C)=O)NC(=C3)C(=O)NCC)C)C(=CC=C1)C 4-(5-(2,6-dimethylphenoxy)-1-methyl-1H-indazol-6-yl)-N-ethyl-6-methyl-7-oxo-6,7-dihydro-1H-pyrrolo[2,3-c]pyridine-2-carboxamide